ClC=1C=C2C(=NC=NC2=CC1C1=C(C=C(C=C1)F)C(F)(F)F)N1CCN(CC1)C(C=C)=O 1-(4-(6-chloro-7-(4-fluoro-2-(trifluoromethyl)phenyl)quinazolin-4-yl)piperazin-1-yl)prop-2-en-1-one